ClC=1C=C2C(=NC=NC2=CC1C1=C(C=CC=C1)F)N1CC(C1)NC1=C(C(=C(C(=C1SC)F)F)F)F 1-(6-chloro-7-(2-fluorophenyl)quinazolin-4-yl)-N-(2,3,4,5-tetrafluoro-6-(methylthio)phenyl)azetidin-3-amine